(5-chloro-1H-pyrrolo[2,3-c]pyridin-3-yl)methanol ClC=1C=C2C(=CN1)NC=C2CO